(1S,3r)-3-(5-(5-(difluoromethoxy)pyridin-2-yl)-4-(2-fluorophenyl)-4H-1,2,4-triazol-3-yl)cyclobutan-1-amine dihydrochloride Cl.Cl.FC(OC=1C=CC(=NC1)C=1N(C(=NN1)C1CC(C1)N)C1=C(C=CC=C1)F)F